OC(C)C1=C2CNC(C2=CC(=C1)C)=O 4-(1-hydroxyethyl)-6-methylisoindolin-1-one